FC=1C=C2C(C(=CN(C2=NC1N1CC(C1)N1N=CC(=C1)[N+](=O)[O-])C1=NC=NS1)C(=O)O)=O 6-fluoro-7-[3-(4-nitro-1H-pyrazol-1-yl)azetidin-1-yl]-4-oxo-1-(1,2,4-thiadiazol-5-yl)-1,4-dihydro-1,8-naphthyridine-3-carboxylic acid